6-bromo-2-(4-chlorophenyl)-3-((3-methyloxet-3-yl)methoxy)isoindolin-1-one BrC1=CC=C2C(N(C(C2=C1)=O)C1=CC=C(C=C1)Cl)OCC1(COC1)C